1,4,7,10-tetra(hexadecyl)-1,4,7,10-tetraazacyclododecane C(CCCCCCCCCCCCCCC)N1CCN(CCN(CCN(CC1)CCCCCCCCCCCCCCCC)CCCCCCCCCCCCCCCC)CCCCCCCCCCCCCCCC